tert-butyl 5-[7-(2-hydroxy-4-methoxy-6-methyl-phenyl)-1,8-naphthyridin-2-yl]-3,6-dihydro-2H-pyridine-1-carboxylate OC1=C(C(=CC(=C1)OC)C)C1=CC=C2C=CC(=NC2=N1)C1=CCCN(C1)C(=O)OC(C)(C)C